2-((6-(5-amino-4-methylpyridin-3-yl)-2,7-naphthyridin-3-yl)amino)-6-(2,2-difluoroethyl)-5,6-dihydro-4H-pyrazolo[1,5-d][1,4]diazepin-7(8H)-one NC=1C(=C(C=NC1)C=1C=C2C=C(N=CC2=CN1)NC1=NN2CC(N(CCC2=C1)CC(F)F)=O)C